2-amino-N-(cyclopropylmethyl)-4-(hydroxymethyl)-N-((6-(trifluoromethyl)pyridazin-3-yl)methyl)quinoline-6-carboxamide NC1=NC2=CC=C(C=C2C(=C1)CO)C(=O)N(CC=1N=NC(=CC1)C(F)(F)F)CC1CC1